NC1=CC=C(C=C1)CCCCCCO 6-(4-aminophenyl)hexan-1-ol